4-((4-cyclopropyl-5-fluoro-2-(N-methyl-methanesulfonamido)phenyl)amino)-N-ethoxy-6-((4-methyl-thiazol-2-yl)amino)nicotinamide C1(CC1)C1=CC(=C(C=C1F)NC1=CC(=NC=C1C(=O)NOCC)NC=1SC=C(N1)C)N(S(=O)(=O)C)C